2-((hexylcarbamoyl)oxy)ethyl acrylate C(C=C)(=O)OCCOC(NCCCCCC)=O